OC=1C=C2C=C(NC2=CC1)C(=O)C=1NC2=CC=C(C=C2C1)NC(OC(C)(C)C)=O tert-Butyl 2-(5-hydroxy-1H-indole-2-carbonyl)-1H-indol-5-ylcarbamate